The molecule is a diarylheptanoid that is hept-6-en-3-ol substituted by two 4-hydroxyphenyl groups at the terminal carbon atoms respectively (the R-stereoisomer). It has been isolated from the rhizomes of Curcuma kwangsiensis. It has a role as a plant metabolite. It is a diarylheptanoid, a member of phenols and a secondary alcohol. C1=CC(=CC=C1CC[C@@H](CC/C=C/C2=CC=C(C=C2)O)O)O